C[C@H]([C@]12CC(=C3[C@@]4([C@H]1N(CC4)C[C@H]5[C@@H]2O5)C6=CC=CC=C6N3)C(=O)OC)OC(=O)C The molecule is an Aspidosperma alkaloid that is hoerhammericine in which the hydroxy group at position 19 has been converted to the corresponding acetate ester. Note the stereoconfiguration of the epoxy group is based on CHEBI:144374, and that of the 19-acetoxy group on the hydroxy group of CHEBI:144372. It is an acetate ester, an epoxide, an organic heterohexacyclic compound, a methyl ester, a secondary amino compound, a tertiary amino compound and an Aspidosperma alkaloid. It derives from a hoerhammericine. It is a conjugate base of a 19-O-acetylhoerhammericine(1+).